6-Chloro-7-deazapurin ClC1=C2CC=NC2=NC=N1